(R)-2-(1-(3-chlorophenyl)-1H-pyrazol-4-yl)-N-(5-(oxetan-3-yl)-1H-pyrazol-3-yl)propanamide ClC=1C=C(C=CC1)N1N=CC(=C1)[C@H](C(=O)NC1=NNC(=C1)C1COC1)C